FC1=C(C(=CC=C1)F)C1=CC(=C(N=N1)C(=O)N)NC1=NC=C(C=C1)S(=O)(=O)C 6-(2,6-difluorophenyl)-4-((5-(methylsulfonyl)pyridin-2-yl)amino)pyridazine-3-carboxamide